C1(CC1)N1N=CC(=C1)[C@@H]1O[C@@H](C[C@@H](C1)C1=CC=2C(=NC=C(N2)C)C(=N1)C1=C(C=C(C=C1)F)F)C 7-((2R,4S,6R)-2-(1-cyclopropyl-1H-pyrazol-4-yl)-6-methyltetrahydro-2H-pyran-4-yl)-5-(2,4-difluorophenyl)-2-methylpyrido[3,4-b]pyrazine